3-[2-[3-(Difluoromethyl)-1,3-benzodiazol-5-yl]ethynyl]-1-[(3S,5R)-5-(methoxymethyl)-1-(prop-2-enoyl)pyrrolidin-3-yl]-5-(methylamino)pyrazole-4-carboxamide FC(N1C=NC2=C1C=C(C=C2)C#CC2=NN(C(=C2C(=O)N)NC)[C@@H]2CN([C@H](C2)COC)C(C=C)=O)F